4-((4-(dimethylamino)phenyl)amino)cyclohexa-2,5-dienone CN(C1=CC=C(C=C1)NC1C=CC(C=C1)=O)C